COC1=CC=C(C=C1)CCC(CCCOC(C)=O)=O Acetic acid 6-(4-methoxyphenyl)-4-oxohexyl ester